C1(=CC=CC=C1)C#CSC(C)C isopropyl (phenylethynyl) sulfide